C[C@H]1CC[C@@H](NC1)C=1C=CC2=C(N=C(S2)C2C(CN(CC2)C)(C)C)C1 5-((2R,5S)-5-methylpiperidin-2-yl)-2-(1,3,3-trimethylpiperidin-4-yl)benzo[d]thiazole